C1(CC1)C1=C2CC(CC2=CC=C1)NC=1C=CC(=NC1)[C@@H](C(F)(F)F)N(C(=O)C1CCS(CC1)(=O)=O)C N-((1S)-1-(5-((4-Cyclopropyl-2,3-dihydro-1H-inden-2-yl)amino)pyridin-2-yl)-2,2,2-trifluoroethyl)-N-methyltetrahydro-2H-thiopyran-4-carboxamide 1,1-dioxide